C(CCCCCCC\C=C/CCCCCCCC)(=O)[O-].[K+] Kalium oleat